CC(C)(C#CC1=CC=C(C=C1)C)OC(O)=O.C(OCC)(OCC#C)=O ethyl propargyl carbonate (2-methyl-4-(p-tolyl)but-3-yn-2-yl)carbonate